3-(4-chlorophenyl)pyrrolidine-3-ol hydrochloride Cl.ClC1=CC=C(C=C1)C1(CNCC1)O